(E)-N'-(2-hydroxy-5-nitrosobenzylidene)hexanehydrazide OC1=C(\C=N\NC(CCCCC)=O)C=C(C=C1)N=O